3-[2-[4-(8-chloro-2-quinolinyl)-2-(trifluoromethyl)phenoxy]ethoxy]cyclobutanecarboxylic acid ClC=1C=CC=C2C=CC(=NC12)C1=CC(=C(OCCOC2CC(C2)C(=O)O)C=C1)C(F)(F)F